N1N=CC(=C1)OB(O)O (1H-pyrazol-4-yl)boric acid